C(C)(=O)NC1=C(C2=C(S1)CC(CC2)(C2=CC=CC=C2)CC(=O)O)C(=O)OCC 2-(2-Acetamido-3-(ethoxycarbonyl)-6-phenyl-4,5,6,7-tetrahydrobenzo[b]thiophen-6-yl)acetic acid